4'-chloro-2,3-difluoro-2'-methoxy-1,1'-biphenyl ClC1=CC(=C(C=C1)C1=C(C(=CC=C1)F)F)OC